FC=1C(=NC(=NC1)N1CCC(CC1)C(=O)N1OCC[C@H]1C=1C=NC(=C(C1)F)C)N1C(C2(CC2)CC1)=O 5-[5-fluoro-2-[4-[(3S)-3-(5-fluoro-6-methylpyridin-3-yl)-1,2-oxazolidine-2-carbonyl]piperidin-1-yl]pyrimidin-4-yl]-5-azaspiro[2.4]heptan-4-one